2-bromo-1-(2,4-difluorophenoxy)-4-(methylsulfonyl)benzene BrC1=C(C=CC(=C1)S(=O)(=O)C)OC1=C(C=C(C=C1)F)F